5-(thiophen-2-yl)-7-(trifluoromethyl)pyrazolo[1,5-a]pyrimidine-2-carboxamide S1C(=CC=C1)C1=NC=2N(C(=C1)C(F)(F)F)N=C(C2)C(=O)N